(S)-4-((2-((2-methylpyridin-3-yl)oxy)ethyl)(4-(5,6,7,8-tetrahydro-1,8-naphthyridin-2-yl)butyl)amino)-2-((5-(trifluoromethyl)pyrimidin-2-yl)amino)butanoic acid CC1=NC=CC=C1OCCN(CC[C@@H](C(=O)O)NC1=NC=C(C=N1)C(F)(F)F)CCCCC1=NC=2NCCCC2C=C1